The molecule is a polysaccharide that is a branched dodecasaccharide consisting of three repeating tetrasaccharide units; reported to be a possible epitope of the O-antigen polysaccharide in Salmonella. C[C@@H]1[C@@H](C[C@H]([C@H](O1)O[C@H]2[C@@H]([C@H](O[C@@H]([C@H]2O[C@@H]3[C@@H]([C@H]([C@H]([C@H](O3)CO)O)O)O)O[C@H]4[C@@H](O[C@H]([C@@H]([C@@H]4O)O)O[C@H]5[C@H]([C@H](O[C@@H]([C@@H]5O)O[C@H]6[C@H]([C@@H]([C@H](O[C@@H]6O[C@H]7[C@@H](O[C@H]([C@@H]([C@@H]7O)O)O[C@H]8[C@H]([C@H](O[C@@H]([C@@H]8O)O[C@H]9[C@H]([C@@H]([C@H](O[C@@H]9O[C@H]1[C@@H](O[C@H]([C@@H]([C@@H]1O)O)O)C)CO)O)O[C@@H]1[C@@H](C[C@H]([C@H](O1)C)O)O)CO)O)C)CO)O)O[C@@H]1[C@@H](C[C@H]([C@H](O1)C)O)O)CO)O)C)CO)O)O)O